FC(=CCO)F 3,3-difluoroallyl alcohol